FC1=CC=C(C=C1)NC(=O)C=1C=C(C=NC1C(F)(F)F)B(O)O (5-((4-fluorophenyl)carbamoyl)-6-(trifluoromethyl)pyridin-3-yl)boronic acid